OCC1CCC(CC1)C=1SC2=C(N1)C=C(C(=C2)NC(=O)C2=NC(=CC=C2)C(F)(F)F)C(=O)OC methyl 2-[4-(hydroxymethyl)cyclohexyl]-6-[[6-(trifluoromethyl)pyridine-2-carbonyl] amino]-1,3-benzothiazole-5-carboxylate